COC1(COC1)COC1=C2C(=NC(=C1)C1=CNC3=CN=C(C=C31)NC(C)=O)C3(OCC2)COCC3 N-(3-(4'-((3-Methoxyoxetan-3-yl)methoxy)-4,5,5',6'-tetrahydro-2H-spiro[furan-3,8'-pyrano[3,4-b]pyridin]-2'-yl)-1H-pyrrolo[2,3-c]pyridin-5-yl)acetamide